1-piperonyl-piperazine C(C1=CC=2OCOC2C=C1)N1CCNCC1